2,5-di(N-methyl-N'-(2-pyridyl)amino)pyrazine CN(C1=NC=CC=C1)C1=NC=C(N=C1)N(C)C1=NC=CC=C1